COCC(CCCCCCCCCCCC)(C)COC 1-methoxy-2-(methoxymethyl)-2-methyltetradecane